tert-Butyl (10-((2S,3S)-1-methyl-5-oxo-2-(pyridin-3-yl)pyrrolidine-3-carboxamido) decyl)carbamate CN1[C@@H]([C@H](CC1=O)C(=O)NCCCCCCCCCCNC(OC(C)(C)C)=O)C=1C=NC=CC1